2-(3,5-Difluoro-phenyl)-N-{4-dimethylamino-6-methyl-2-[(tetrahydro-pyran-4-ylmethyl)-amino]-pyrimidin-5-yl}-acetamide FC=1C=C(C=C(C1)F)CC(=O)NC=1C(=NC(=NC1C)NCC1CCOCC1)N(C)C